O1CCN(CC1)[C@]1(C(NC2=C(C=CC=C12)C(F)(F)F)=O)C1=CC=C(C=C1)B(O)O (R)-(4-(3-morpholino-2-oxo-7-(trifluoromethyl)indolin-3-yl)phenyl)boronic acid